methyl (1s,4s)-4-(6-((2-(dimethylamino)ethyl)amino)-4-methyl-1-oxoisoindolin-2-yl)cyclohexane-1-carboxylate CN(CCNC1=CC(=C2CN(C(C2=C1)=O)C1CCC(CC1)C(=O)OC)C)C